Mercaptoglycerol C(C(CS)O)O